[Zn].[Co].[Cu] copper-cobalt-zinc